C(CCC)(=O)OC(C(CCO[C@@H]1[C@H](O)[C@@H](O)[C@@H](O)[C@H](O1)CO)O)CCCCCCCCCCCCCC 1-(α-D-galactopyranosyloxy)-3-hydroxy-octadecan-4-yl butyrate